4-amino-1-(6-(hydroxymethyl)tetrahydro-2H-pyran-3-yl)-1H-pyrazole NC=1C=NN(C1)C1COC(CC1)CO